C1(C=2C(=CCC1)N=C1C=CC=3C=C4C=CC=CC4=CC3C12)C1=C(C=CC=C1)N(C1=C(C=CC=C1)C1=C2C=3C(=CC=C2SC=2C=CC=CC12)N=C1C=CC=CC13)C1=C(C=CC=C1)C1=C3C=2C(=CC=C3SC=3C=CC=CC13)N=C1C=CC=CC12 [(dihydroindoloanthracenyl)phenyl]bis[(indolothioxanthenyl)phenyl]amine